2-(4-isopropyl-5-(4-(thiophen-2-yl)phenyl)thiazol-2-ylamino)-5-(trifluoromethyl)nicotinic acid C(C)(C)C=1N=C(SC1C1=CC=C(C=C1)C=1SC=CC1)NC1=C(C(=O)O)C=C(C=N1)C(F)(F)F